potassium 3,3-dimethyl-2-oxobutanesulfonate CC(C(CS(=O)(=O)[O-])=O)(C)C.[K+]